C(CCCCCCCCCC)(=O)OOC(=O)C1(CCC(CC1)C)C(C)C.[Na] Sodium (4-menthylcarbonyloxy) undecanoate